2-Difluoromethyl-1-ethyl-8-{4-[1-(3-fluoro-phenyl)-5-oxo-pyrrolidin-3-ylmethoxy]-phenyl}-1,7-dihydro-purin-6-one FC(C=1N(C(C=2NC(=NC2N1)C1=CC=C(C=C1)OCC1CN(C(C1)=O)C1=CC(=CC=C1)F)=O)CC)F